NC=1C=C(C=C(C1)C(F)(F)F)[C@@H](C)NC(=O)C=1C(=NC=C(C1)O[C@@H]1COCC1)N(C(OC(C)(C)C)=O)C tert-butyl N-[3-[[(1R)-1-[3-amino-5-(trifluoromethyl)phenyl]ethyl]carbamoyl]-5-[(3S)-tetrahydrofuran-3-yl]oxy-2-pyridyl]-N-methyl-carbamate